ClC=1C(=C(C(=O)OC)C=C(N1)Cl)N methyl 2,6-dichloro-3-aminoisonicotinate